(M)-(tert-butoxycarbonyl)((5-cyano-7-(5-(1-cyano-3-fluoronaphthalen-2-yl)-1-methyl-1H-pyrazol-4-yl)-4-oxo-3,4-dihydrophthalazin-1-yl)methyl)carbamic acid tert-butyl ester C(C)(C)(C)OC(N(CC1=NNC(C2=C(C=C(C=C12)C=1C=NN(C1C1=C(C2=CC=CC=C2C=C1F)C#N)C)C#N)=O)C(=O)OC(C)(C)C)=O